S1C(=NC2=C1C=CC=C2)/C=C/C(=O)N2O[C@@H](C(N1[C@@H]2CN(C([C@@H]1CC(C)C)=O)C1CCN(CC1)C)=O)CC(C)C (3R,6S,9aS)-1-((E)-3-(benzo[d]thiazol-2-yl)acryloyl)-3,6-diisobutyl-8-(1-methylpiperidin-4-yl)tetrahydropyrazino[2,1-c][1,2,4]oxadiazine-4,7(3H,6H)-dione